2-ethoxy-5-amino-N-(1-(3-methylphenyl)ethyl)benzamide C(C)OC1=C(C(=O)NC(C)C2=CC(=CC=C2)C)C=C(C=C1)N